trityl-histidylglutamic acid C(C1=CC=CC=C1)(C1=CC=CC=C1)(C1=CC=CC=C1)N[C@@H](CC1=CNC=N1)C(=O)N[C@@H](CCC(=O)O)C(=O)O